(2S,4R)-1-(2-(3-acetyl-5-(2-methylpyrimidin-5-yl)-1H-indazol-1-yl)acetyl)-N-(6-bromo-3-ethylpyridin-2-yl)-fluoropyrrolidine-2-carboxamide C(C)(=O)C1=NN(C2=CC=C(C=C12)C=1C=NC(=NC1)C)CC(=O)N1[C@](CCC1)(C(=O)NC1=NC(=CC=C1CC)Br)F